1-(2-azaspiro[4.5]decan-4-ylmethyl)-3-[3-fluoro-5-hydroxy-4-(1,1,4-trioxo-1,2,5-thiadiazolidin-2-yl)phenyl]urea C1NCC(C12CCCCC2)CNC(=O)NC2=CC(=C(C(=C2)O)N2S(NC(C2)=O)(=O)=O)F